3-[(3-fluoro-2-methoxyphenyl)amino]-2-(3-{[(2S)-2-methylpyrrolidin-2-yl]methoxy}pyridin-4-yl)-1H,5H,6H,7H-pyrrolo[3,2-c]pyridin-4-one FC=1C(=C(C=CC1)NC1=C(NC2=C1C(NCC2)=O)C2=C(C=NC=C2)OC[C@]2(NCCC2)C)OC